NC1=NC=2C=CC(=CC2C2=C1COC2C)C(=O)O 4-amino-1-methyl-1,3-dihydrofuro[3,4-c]quinoline-8-carboxylic acid